2,2-diethyl-3-methyl-oxazolidine C(C)C1(OCCN1C)CC